CC1=C(C#N)C=CC=C1 2-methyl-Benzonitrile